O1C[C@@H](CC1)OC(NS(=O)(=O)C=1SC(=CC1C1=CC=C(C=C1)CN1C(=NC=C1)Cl)CC(C)C)=O (3R)-(3-(4-((2-chloro-1H-imidazol-1-yl)methyl)phenyl)-5-isobutylthiophene-2-yl)sulfonylcarbamic acid tetrahydrofuran-3-yl ester